ClCCNC=1C(=NN2C1NC(=C(C2=O)C2=CC=C(C=C2)OC)C)C2=CC=CC=C2 3-((2-chloroethyl)amino)-6-(4-methoxyphenyl)-5-methyl-2-phenylpyrazolo[1,5-a]pyrimidin-7(4H)-one